FC=1C=C(C=CC1OC1=CC=NC2=CC=C(N=C12)OC)NC(=O)C=1C=NC(=C(C1O)C1=CC=C(C=C1)F)CO N-[3-Fluoro-4-[(6-methoxy-1,5-naphthyridin-4-yl)oxy]phenyl]-5-(4-fluorophenyl)-4-hydroxy-6-(hydroxymethyl)pyridine-3-carboxamide